O1C(=CC=C1)C=1C=CC(=C(C1)NC1=NC=NC2=CC(=C(C=C12)OC1CC(N(CC1)C(C=C)=O)C(F)(F)F)OC)OC 1-(4-((4-((5-(furan-2-yl)-2-methoxyphenyl)amino)-7-methoxy-quinazolin-6-yl)oxy)-2-(trifluoro-methyl)piperidin-1-yl)prop-2-en-1-one